4-bromo-N1-cyclopropyl-6-methoxybenzene-1,2-diamine BrC=1C=C(C(=C(C1)OC)NC1CC1)N